OCC1C(NC2=C(O1)C=C(C=C2)NC2=C(C=C(C=C2)N2CCC(CC2)C(F)(F)F)C)=O 2-(hydroxymethyl)-7-((2-methyl-4-(4-(trifluoromethyl)piperidin-1-yl)phenyl)amino)-2H-benzo[b][1,4]oxazin-3(4H)-one